N-methyl-monoethanolamine zinc(II) dineodecanoate C(CCCCCC(C)(C)C)(=O)[O-].C(CCCCCC(C)(C)C)(=O)[O-].[Zn+2].CNCCO